Tert-butyl 5-nitro-1H-pyrrolo[2,3-b]pyridine-1-carboxylate [N+](=O)([O-])C=1C=C2C(=NC1)N(C=C2)C(=O)OC(C)(C)C